ClC=1C=C(C=CC1F)NC(=O)C1=C(N=CN1C)C1CC2CC(CC2C1)(C1=CC(=NN1C)NS(NC)(=O)=O)O N-(3-Chloro-4-fluorophenyl)-4-(5-hydroxy-5-(1-methyl-3-((N-methylsulfamoyl)amino)-1H-pyrazol-5-yl)octahydropentalen-2-yl)-1-methyl-1H-imidazole-5-carboxamide